2,6-dimethyl-fluorobenzene CC1=C(C(=CC=C1)C)F